OCCCCN(C(OC(C)(C)C)=O)C tert-Butyl N-(4-hydroxybutyl)-N-methyl-carbamate